CC1=CN=C(S1)C=1C=C(C(=O)N[C@H](C)C=2C=NC(=NC2)C(F)(F)F)C=C(C1)OC[C@@H]1CN(CCO1)C(C)C 3-(5-methyl-1,3-thiazol-2-yl)-5-{[(2S)-4-(propan-2-yl)morpholin-2-yl]methoxy}-N-{(1R)-1-[2-(trifluoromethyl)pyrimidin-5-yl]ethyl}benzamide